5-chloro-2-[[2-(6-chloro-5-fluoro-3-pyridinyl)-4-(difluoromethyl)imidazol-1-yl]methyl]pyrimidine ClC=1C=NC(=NC1)CN1C(=NC(=C1)C(F)F)C=1C=NC(=C(C1)F)Cl